dimethylstearylamine CN(CCCCCCCCCCCCCCCCCC)C